[N+](=[N-])=C(C(=O)OC)C(CC[C@@](C(F)(F)F)(C)O)=O methyl (R)-2-diazo-7,7,7-trifluoro-6-hydroxy-6-methyl-3-oxoheptanoate